OCC([C@@H](C[C@@H]1C(NCC1)=O)NC([C@H](CC(C)C)NC(=O)C=1N(C2=CC=CC(=C2C1)OC)CCC)=O)=O N-((S)-1-(((R)-4-hydroxy-3-oxo-1-((R)-2-oxopyrrolidin-3-yl)butan-2-yl)amino)-4-methyl-1-oxopentan-2-yl)-4-methoxy-1-propyl-1H-indole-2-carboxamide